nickel-manganese-manganese [Mn].[Mn].[Ni]